CC1=CC=C2C(NN=C(C2=C1)C1=CC2=C(NC(=N2)NC(OCCOC)=O)C=C1)=O 2-Methoxyethyl (5-(7-methyl-4-oxo-3,4-dihydrophthalazin-1-yl)-1H-benzimidazol-2-yl)carbamate